ClC=1C=C2C=3C=C(C=CC3NC2=CC1)NC1=CC=CC=C1 6-chloro-N-phenyl-9H-carbazol-3-amine